2-Bromo-6-(4-methoxy-benzylsulfanyl)-pyridine BrC1=NC(=CC=C1)SCC1=CC=C(C=C1)OC